C(C)OCC(=O)OC(COCC)=O 2-ethoxyacetic anhydride